4-hydroxy-1,3-bis(1,10-phenanthroline-2-yl)benzene OC1=C(C=C(C=C1)C1=NC2=C3N=CC=CC3=CC=C2C=C1)C1=NC2=C3N=CC=CC3=CC=C2C=C1